CNC(CCC=1N(C=C(N1)N1C(CNCC1)=O)C)=O N-methyl-3-[1-methyl-4-(2-oxopiperazin-1-yl)imidazol-2-yl]propanamide